C[Si](CCOCC1=NN=C2N1C1=CC=CC=C1C(N2)=O)(C)C (2-(trimethylsilyl)ethoxy)methyl[1,2,4]triazolo[4,3-a]quinazolin-5(4H)-one